N1=CC(=CC(=C1)C(=O)[O-])C1=CC=NC=C1 [3,4'-bipyridine]-5-carboxylate